CN1N=CC(=C1)NC1=NN2C(C=C(C=C2)C2=C(C=NC(=C2)C#CC)OC[C@H]2OCC[C@@H]2O)=C1 (2R,3S)-2-[[4-[2-[(1-methylpyrazol-4-yl)amino]pyrazolo[1,5-a]pyridin-5-yl]-6-prop-1-ynyl-3-pyridyl]oxymethyl]tetrahydrofuran-3-ol